C1(CC1)C=1C=CC=2N(C1)C=C(N2)CN2N=NC(=C2)C(=O)NCC2=C(C(=O)OC)C=CC(=C2F)OC methyl 2-((1-((6-cyclopropylimidazo[1,2-a]pyridin-2-yl)methyl)-1H-1,2,3-triazole-4-carboxamido)methyl)-3-fluoro-4-methoxybenzoate